[Ti].CNC.CNC.CNC.CNC tetra(dimethylamine) titanium